6-(methoxycarbonyl)-3,4-dihydro-2H-pyran-3,4-diyldiacetate COC(=O)C1=CC(C(CO1)CC(=O)[O-])CC(=O)[O-]